5-chloro-N-((1r,4r)-4-((5-fluoro-3-(2-fluorophenyl)-3-hydroxy-2-oxoindolin-1-yl)methyl)cyclohexyl)-2-methylnicotinamide ClC=1C=NC(=C(C(=O)NC2CCC(CC2)CN2C(C(C3=CC(=CC=C23)F)(O)C2=C(C=CC=C2)F)=O)C1)C